S(=O)(=O)([O-])O.S(=O)(O)O.[Na+] sodium (sulfite) sulfate